Cl.NC1=NN2C(C=C(C=C2)C=2C(=C(C(=O)O)C(=CC2)C)F)=N1 3-(2-amino-[1,2,4]triazolo[1,5-a]pyridin-7-yl)-2-fluoro-6-methylbenzoic acid, hydrochloride